dioleyl-benzyl-methyl-ammonium chloride [Cl-].C(CCCCCCC\C=C/CCCCCCCC)[N+](C)(CC1=CC=CC=C1)CCCCCCCC\C=C/CCCCCCCC